methyl 3-(9-((4-(aminomethyl)phenyl)carbamoyl)-4,5-dihydrobenzo[b]thieno[2,3-d]oxepin-8-yl)-6-(((1S,2R,4R)-bicyclo[2.2.1]heptan-2-yl)carbamoyl)picolinate NCC1=CC=C(C=C1)NC(=O)C1=CC2=C(OCCC3=C2SC=C3)C=C1C=1C(=NC(=CC1)C(N[C@H]1[C@H]3CC[C@@H](C1)C3)=O)C(=O)OC